N-(3-methoxybenzyl)-N-(3-(4-methylpiperazin-1-yl)benzyl)-4-((2-morpholinoethoxy)methyl)oxazol-2-amine COC=1C=C(CN(C=2OC=C(N2)COCCN2CCOCC2)CC2=CC(=CC=C2)N2CCN(CC2)C)C=CC1